[2H]C(C(C([2H])([2H])[2H])([2H])[2H])([2H])[2H] perdeuteropropane